4-acetamidobutyryl-CoA C(C)(=O)NCCCC(=O)SCCNC(CCNC([C@@H](C(COP(OP(OC[C@@H]1[C@H]([C@H]([C@@H](O1)N1C=NC=2C(N)=NC=NC12)O)OP(=O)(O)O)(=O)O)(=O)O)(C)C)O)=O)=O